FC(C1=NC(=CC=C1C=1C=C(C=2N(C1)C=CN2)C)N2CCC(CC2)N2CCNCC2)F 6-[2-(difluoromethyl)-6-(4-piperazin-1-yl-1-piperidyl)-3-pyridyl]-8-methyl-imidazo[1,2-a]pyridine